O[C@H]1[C@@H](O[C@@H]([C@@H]([C@@H]1O)O)CO)CNC(OCC1C2=CC=CC=C2C=2C=CC=CC12)=O (9H-fluoren-9-yl)methyl (((2S,3R,4R,5R,6R)-3,4,5-trihydroxy-6-(hydroxymethyl)tetrahydro-2H-pyran-2-yl)methyl)carbamate